7-HYDROXYQUINOLINE-4-BORONIC ACID OC1=CC=C2C(=CC=NC2=C1)B(O)O